NC1=CC=C2C(=N1)C(N(C2)C2CCCC2)=O 2-amino-6-cyclopentyl-5,6-dihydro-7H-pyrrolo[3,4-b]pyridin-7-one